(3-hydroxynaphthalen-1-yl)boronic acid OC=1C=C(C2=CC=CC=C2C1)B(O)O